(2S)-N-{(3S*,4S*)-4-[(3'-fluoro[1,1'-biphenyl]-3-yl)methyl]-7-methyl-6-oxo-1,3,4,6-tetrahydro-2H-quinolizin-3-yl}oxolane-2-carboxamide FC=1C=C(C=CC1)C1=CC(=CC=C1)C[C@H]1[C@H](CCC2=CC=C(C(N12)=O)C)NC(=O)[C@H]1OCCC1 |o1:14,15|